Br[Au-](Br)(Br)Br tetrabromogold(III)